4-((4-((3,5-dimethyl-1H-1,2,4-triazol-1-yl)methyl)-2,6-difluorobenzyl)oxy)phenyl sulfurofluoridate S(OC1=CC=C(C=C1)OCC1=C(C=C(C=C1F)CN1N=C(N=C1C)C)F)(=O)(=O)F